C(CCC=C)C1=NC(=NC(=N1)N)N 6-(pent-4-en-1-yl)-1,3,5-triazine-2,4-diamine